OC(COC[C@H](C)NC(OC(C)(C)C)=O)CN1CCN(CC1)C1=NC=C(C=N1)C(F)(F)F Tert-butyl ((2S)-1-(2-hydroxy-3-(4-(5-(trifluoromethyl)pyrimidin-2-yl)piperazin-1-yl)propoxy)propan-2-yl)carbamate